C[C@H]1N(C[C@@H](N(C1)C1=CC=C(C=C1)C(F)(F)F)C)C(=O)OC1CC2(CN(C2)CC2=CC=CC=C2)C1 2-benzyl-2-azaspiro[3.3]heptan-6-yl (2R,5S)-2,5-dimethyl-4-[4-(trifluoromethyl)phenyl]piperazine-1-carboxylate